Tert-butyl (2R,5S)-4-(6-chloro-8-fluoro-7-(3-iodo-5-methyl-1-trityl-1H-indazol-4-yl)-2-(((R)-4-methylmorpholin-2-yl)methoxy)quinazolin-4-yl)-2,5-dimethylpiperazine-1-carboxylate ClC=1C=C2C(=NC(=NC2=C(C1C1=C2C(=NN(C2=CC=C1C)C(C1=CC=CC=C1)(C1=CC=CC=C1)C1=CC=CC=C1)I)F)OC[C@H]1CN(CCO1)C)N1C[C@H](N(C[C@@H]1C)C(=O)OC(C)(C)C)C